C(C=C)(=O)N1C[C@@H]2N(C3=CC=CC=C3N(C2)C2=CC=C(C=C2)C(F)(F)F)C[C@@H]1C(=O)O (cis)-3-acryloyl-6-(4-(trifluoromethyl)phenyl)-2,3,4,4a,5,6-hexahydro-1H-pyrazino[1,2-a]quinoxaline-2-carboxylic acid